ClC1=C(C=CC(=C1)OC1=NC=NC2=CC(=C(C=C12)OC)OCCCN1CCCC1)NC(=O)NC1=C(C=C(C=C1)OC)OC 1-(2-chloro-4-((6-methoxy-7-(3-(pyrrolidin-1-yl)propoxy)quinazolin-4-yl)oxy)phenyl)-3-(2,4-dimethoxyphenyl)urea